(S)-N-(3-(2-((1,5-dimethyl-1H-pyrazol-3-yl)amino)-5-fluoropyrimidin-4-yl)-1H-indol-7-yl)-2-(3-(pyridin-4-yloxy)pyrrolidin-1-yl)acetamide CN1N=C(C=C1C)NC1=NC=C(C(=N1)C1=CNC2=C(C=CC=C12)NC(CN1C[C@H](CC1)OC1=CC=NC=C1)=O)F